2-[2-(3,4-difluoro-2-methyl-phenoxy)-4-methyl-5-(trifluoromethyl)-3-pyridinyl]-5-hydroxy-1H-1,6-naphthyridin-4-one hydrochloride Cl.FC=1C(=C(OC2=NC=C(C(=C2C=2NC3=CC=NC(=C3C(C2)=O)O)C)C(F)(F)F)C=CC1F)C